F[P-](F)(F)(F)(F)F.C1(=CC=CC=C1)[S+](C1=CC=CC=C1)C1=CC=CC=C1 Phenyldiphenylsulfonium hexafluorophosphate